6-((4-(4-amino-3-(4-phenoxyphenyl)-1H-pyrazolo[3,4-d]pyrimidin-1-yl)piperidin-1-yl)methyl)-4-bromo-2-(2,6-dioxopiperidin-3-yl)isoindoline-1,3-dione NC1=C2C(=NC=N1)N(N=C2C2=CC=C(C=C2)OC2=CC=CC=C2)C2CCN(CC2)CC2=CC(=C1C(N(C(C1=C2)=O)C2C(NC(CC2)=O)=O)=O)Br